C1(CCCCC1)CN1C(CCC1)=O (cyclohexylmethyl)-2-pyrrolidone